BrC1=NC(=CC(=C1)C1=CC=CC=C1)C1=CC=CC=C1 2-bromo-4,6-diphenylpyridine